4-(5-bromo-2-methyl-triazol-4-yl)-2-fluoro-N-(8-methyl-1-isoquinolyl)-N-[(3R)-3-piperidyl]benzamide BrC=1C(=NN(N1)C)C1=CC(=C(C(=O)N([C@H]2CNCCC2)C2=NC=CC3=CC=CC(=C23)C)C=C1)F